CC1=CC=C(C=C1)C(C)CO p-cymen-9-ol